3-(2-methyl-8-nitroquinolin-3-yl)piperidine-2,6-dione CC1=NC2=C(C=CC=C2C=C1C1C(NC(CC1)=O)=O)[N+](=O)[O-]